5,5-dimethylpyrrolidin-3-yl-(methyl)carbamic acid tert-butyl ester C(C)(C)(C)OC(N(C)C1CNC(C1)(C)C)=O